2-oxo-2,3-dihydro-1H-imidazo[4,5-b]pyridine O=C1NC=2C(=NC=CC2)N1